CC1(C(C1)CCCCCCCCOCC1=CC=CC=C1)C ((8-(2,2-dimethylcyclopropyl)-octyloxy)methyl)benzene